(S)-6-((4-methylpiperazin-1-yl)methyl)N-(tetrahydrofuran-3-yl)-1,2,3,4-tetrahydroisoquinoline-8-Amine hydrochloride Cl.CN1CCN(CC1)CC=1C=C2CCNCC2=C(C1)N[C@@H]1COCC1